BrC=1C=C(C=C2C(N(C(=NC12)N1CCC(CC1)C)C)=O)C 8-bromo-3,6-dimethyl-2-(4-methyl-1-piperidyl)quinazolin-4-one